ClCCCCCCOCCOCCNC(CCOCCOCCNC(OC(C)(C)C)=O)=O tert-butyl (22-chloro-9-oxo-3,6,13,16-tetraoxa-10-azadocosyl)carbamate